C1(=CC=CC=C1)C1=NC(=NC(=N1)C1=CC=CC=C1)C=1C(=C(C(=C(C#N)C1)C1=CC=CC=C1)N1C=2C=CC=CC2C=2C=C3C(=CC12)OC1=C3C=CC=C1)N1C=3C=CC=CC3C=3C=C2C(=CC13)OC1=C2C=CC=C1 5-(4,6-diphenyl-1,3,5-triazin-2-yl)-3,4-bis(benzofuro[2,3-b]carbazole-7-yl)-2-phenylbenzonitrile